N-(4-chloro-2-fluorobenzyl)-4-(1-methyl-1H-indazol-5-yl)-5-(6-methylpyridin-2-yl)-1H-imidazol-2-amine ClC1=CC(=C(CNC=2NC(=C(N2)C=2C=C3C=NN(C3=CC2)C)C2=NC(=CC=C2)C)C=C1)F